C(C)(C)(C)OC(=O)C1CCN(CC1)C1=NC=C(C=N1)B(O)O [2-(4-tert-butoxycarbonyl-1-piperidyl)pyrimidin-5-yl]boronic acid